C(N)(=O)C=1C=C(C=NC1)NC(C(=O)[O-])=O 2-[(5-carbamoyl-3-pyridyl)amino]-2-oxo-acetate